ClC=1C(=CC2=C(N=C(N=C2O)C)N1)C#N 7-chloro-4-hydroxy-2-methylpyrido[2,3-d]pyrimidine-6-carbonitrile